C1(CC1)COCCC1=CC=C(OC[C@H](CN(C(C(CC#C)CC#C)=O)C(C)C)O)C=C1 (S)-N-(3-(4-(2-(cyclopropylmethoxy)eth-yl)phenoxy)-2-hydroxypropyl)-N-isopropyl-2-(prop-2-yn-1-yl)pent-4-ynamide